diphenyl-[(dimethylsiloxy)dimethyl-siloxy]silane C1(=CC=CC=C1)[SiH](O[Si](C)(C)O[SiH](C)C)C1=CC=CC=C1